N-(2-fluoro-6-(3-fluoroazetidin-1-yl)benzyl)-2-(9-(pyridin-2-yl)-6-oxaspiro[4.5]decan-9-yl)ethylamine FC1=C(CNCCC2(CCOC3(CCCC3)C2)C2=NC=CC=C2)C(=CC=C1)N1CC(C1)F